2-[(1-benzyl-4-piperidinyl)methyl]-5,6-dimethoxy-1-indanone C(C1=CC=CC=C1)N1CCC(CC1)CC1C(C2=CC(=C(C=C2C1)OC)OC)=O